C1=C(C=CC2=CC=CC=C12)SC=1SC(=CN1)CNC(OCCCC)=O butyl ((2-(naphthalen-2-ylthio)thiazol-5-yl)methyl)carbamate